COC=1C=C2CCC3(C(C2=CC1)=O)CCCC3 6'-Methoxy-3',4'-dihydro-1'H-spiro[cyclopentane-1,2'-naphthalene]-1'-one